C1NCC12CC(C2)OC2=CN=CC(=N2)NC2=NNC(=C2)OC(F)F 6-((2-azaspiro[3.3]heptan-6-yl)oxy)-N-(5-(difluoromethoxy)-1H-pyrazol-3-yl)pyrazin-2-amine